(R,E)-N'-(4-cyano-6,6a,7,8,9,10-hexahydrobenzo[b]pyrido[1,2-d][1,4]oxazin-3-yl)-N,N-dimethylformimidamide C(#N)C1=C(C=CC2=C1OC[C@@H]1N2CCCC1)/N=C/N(C)C